C(C)N([Si]([Si](Cl)(Cl)N(CC)CC)(Cl)Cl)CC 1,2-bis(diethylamino)-1,1,2,2-tetrachlorodisilane